FC1=C2CN(CC2=C(C=C1)F)C(=O)NC1=CC=C(C=C1)C=1CCN(CC1)C(=O)OC(C)(C)C tert-butyl 4-(4-(4,7-difluoroisoindoline-2-carboxamido)phenyl)-3,6-dihydropyridine-1(2H)-carboxylate